N=1C=CN2N=C(C=CC21)C#N imidazo[1,2-b]Pyridazine-6-carbonitrile